(S)-2-((4-(6-((3-Fluoro-1-methyl-1H-indazol-6-yl)methoxy)pyridin-2-yl)piperidin-1-yl)methyl)-1-(oxetan-2-ylmethyl)-1H-benzo[d]imidazole-6-carboxylate FC1=NN(C2=CC(=CC=C12)COC1=CC=CC(=N1)C1CCN(CC1)CC1=NC2=C(N1C[C@H]1OCC1)C=C(C=C2)C(=O)[O-])C